ClC1=CC(=CC(=N1)N1CCOCC1)S(=O)(=O)[C@@H]1COCC1 (S)-4-(6-chloro-4-(tetrahydrofuran-3-ylsulfonyl)pyridin-2-yl)morpholine